(S)-1-(4-isopropylbenzyl)-2-oxopyrrolidin-3-yl methanesulfonate CS(=O)(=O)O[C@@H]1C(N(CC1)CC1=CC=C(C=C1)C(C)C)=O